[La+3].C[Si]([N-][Si](C)(C)C)(C)C.C[Si]([N-][Si](C)(C)C)(C)C.C[Si]([N-][Si](C)(C)C)(C)C Tri[N,N-bis(trimethylsilyl)amide] lanthanum(III)